C[Si]1(CCN(CC1)C1=C(C(=O)NC2=NC(=CC=C2)N2C[C@@H](OCC2)C)C=CC(=C1)NS(=O)(=O)CCO)C (S)-2-(4,4-dimethyl-1,4-azasilinan-1-yl)-4-((2-hydroxyethyl)sulfonamido)-N-(6-(2-methylmorpholino)pyridin-2-yl)benzamide